NC12C(CC(CC1)(CC2)C(C(=O)N)OC2=CC(=C(C=C2)F)F)=O 4-amino-3-oxobicyclo[2.2.2]octan-1-yl-2-(3,4-difluorophenoxy)acetamide